2-(3-(2,4-Dioxotetrahydropyrimidin-1(2H)-yl)phenoxy)-N-(2-(piperidin-4-yl)ethyl)acetamide O=C1N(CCC(N1)=O)C=1C=C(OCC(=O)NCCC2CCNCC2)C=CC1